OC(C)(C)C1=C(C=CC=C1)NS(=O)(=O)C1=CC=C(C=C1)C N-(2-(2-hydroxypropan-2-yl)phenyl)-4-methylbenzenesulfonamide